C(C)N1C(NC2=CC(=CC=C2C1=O)CN1CCN(CC1)C=1C=CC(=NC1C)C(=O)NC)=O 5-{4-[(3-ethyl-2,4-dioxo-1H-quinazolin-7-yl)methyl]piperazin-1-yl}-N,6-dimethylpyridine-2-carboxamide